ClC=1C=C2C(OC(C2=CC1)=O)C 5-chloro-3-methyl-isobenzofuran-1(3H)-one